6-((5-bromo-2-((2-methoxy-4-(4-(3-(methoxymethyl)azetidine-1-yl)piperidin-1-yl)-5-methylphenyl)amino)pyrimidin-4-yl)amino)-2,3-dihydrobenzo[B][1,4]dioxin BrC=1C(=NC(=NC1)NC1=C(C=C(C(=C1)C)N1CCC(CC1)N1CC(C1)COC)OC)NC1=CC2=C(OCCO2)C=C1